(S)-4-(6-(2-methylpiperazine-1-carbonyl)-2-(p-tolyl)imidazo[1,2-a]pyridin-3-yl)benzonitrile C[C@@H]1N(CCNC1)C(=O)C=1C=CC=2N(C1)C(=C(N2)C2=CC=C(C=C2)C)C2=CC=C(C#N)C=C2